2-(difluoromethyl)thieno[2,3-b]pyridine-6-carbaldehyde FC(C1=CC=2C(=NC(=CC2)C=O)S1)F